C(C)(C)(C)OC(=O)N1CCC(CC1)NC=1C=C(C(=O)O)C=CC1NC(=O)C=1NC(=C(C1Cl)Cl)C 3-((1-(tert-butoxycarbonyl)piperidin-4-yl)amino)-4-(3,4-dichloro-5-methyl-1H-pyrrole-2-carboxamido)benzoic acid